(4-iodobicyclo[2.2.2]oct-1-yl)-3,4-dihydroquinazoline-6-carboxylic acid methyl ester COC(=O)C=1C=C2CNC(=NC2=CC1)C12CCC(CC1)(CC2)I